2,5-di-t-butyl-4-methoxyphenol C(C)(C)(C)C1=C(C=C(C(=C1)OC)C(C)(C)C)O